5-sulfosalicylic acid hydrate O.S(=O)(=O)(O)C1=CC=C(C(C(=O)O)=C1)O